7-oxa-2-azaspiro[3.4]Octane C1NCC12CCOC2